C(C1=CC=CC=C1)NC(N(C1=NC=C(C=N1)C=1C=NC(=NC1)OC)[C@@H]1CC[C@H](CC1)NC1=NC=C(C(=N1)N1CCC(CC1)(CO)F)C#N)=O 3-benzyl-1-(trans-4-((5-cyano-4-(4-fluoro-4-(hydroxymethyl)-piperidin-1-yl)pyrimidin-2-yl)amino)cyclohexyl)-1-(2'-methoxy-5,5'-bipyrimidin-2-yl)urea